2,6-dicyclopropylpyrazolo[1,5-a][1,3]thiazolo[5,4-e]pyrimidin-4(5H)-one C1(CC1)C=1SC=2C(NC=3N(C2N1)N=CC3C3CC3)=O